(4-Aminophenyl)-zinc NC1=CC=C(C=C1)[Zn]